N-(3-bromo-5-methanesulfonamidophenyl)-1-methyl-2-(3-methylpyridin-2-yl)-1H-imidazole-4-carboxamide BrC=1C=C(C=C(C1)NS(=O)(=O)C)NC(=O)C=1N=C(N(C1)C)C1=NC=CC=C1C